BrC1=C2CCNC(C2=CC=C1)C(=O)O 5-bromo-1,2,3,4-tetrahydroisoquinoline-1-carboxylic acid